C1(CCC1)C=1C(=NN(C1C1=CC=C(C=C1)OC(F)(F)F)C)NC(=O)C1CC(C1)C (1r,3r)-N-(4-cyclobutyl-1-methyl-5-(4-(trifluoromethoxy)phenyl)-1H-pyrazol-3-yl)-3-methylcyclobutane-1-carboxamide